4,4'-dimethyl-2-nitro-1,1'-biphenyl CC1=CC(=C(C=C1)C1=CC=C(C=C1)C)[N+](=O)[O-]